tert-butyl-4-[2-[2-[2-[2-[2-[2-[2-(2-azidoethoxy)ethoxy]ethoxy]ethoxy]ethoxy]ethoxy]ethyl-methyl-amino]-7-bromo-6-chloro-8-fluoro-quinazolin-4-yl]piperazine-1-carboxylate C(C)(C)(C)OC(=O)N1CCN(CC1)C1=NC(=NC2=C(C(=C(C=C12)Cl)Br)F)N(C)CCOCCOCCOCCOCCOCCOCCN=[N+]=[N-]